isobutyl-tin C(C(C)C)[Sn]